[N-](S(=O)(=O)C(F)(F)F)S(=O)(=O)C(F)(F)F.C(=C)N1CN(C=C1)CCCCCCCC 1-vinyl-3-octylimidazole bistrifluoromethanesulfonimide salt